C(CCCCCCCC)N(CCN(CC(=O)N1CCN(CC1)C(CN(CCCOC(CCCCC)=O)CCCCCCCCC)=O)CCCCCCCCC)CCCCCCCCC 3-((2-(4-(N-(2-(Dinonylamino)ethyl)-N-nonylglycyl)piperazin-1-yl)-2-oxoethyl)(nonyl)amino)propylhexanoate